7-chloro-1-((2-(trimethylsilyl)ethoxy)methyl)-1H-pyrrolo[3,2-b]pyridine-5-carbonitrile ClC1=C2C(=NC(=C1)C#N)C=CN2COCC[Si](C)(C)C